4-(((4-(4-Methoxy-3-methylphenyl)bicyclo[2.2.2]octan-1-yl)methyl)(2-(1-(1-methylcyclobutyl)-1H-pyrazol-4-yl)pyridin-4-yl)carbamoyl)cyclohexyl trans-3-hydroxyazetidine-1-carboxylate OC1CN(C1)C(=O)OC1CCC(CC1)C(N(C1=CC(=NC=C1)C=1C=NN(C1)C1(CCC1)C)CC12CCC(CC1)(CC2)C2=CC(=C(C=C2)OC)C)=O